2,4-bis((2-benzylaminoethyl)aminomethyl)-6-methoxyphenol C(C1=CC=CC=C1)NCCNCC1=C(C(=CC(=C1)CNCCNCC1=CC=CC=C1)OC)O